N-(4-fluorobenzyl)acetamide FC1=CC=C(CNC(C)=O)C=C1